4-((3S,5S)-3-amino-5-fluoropiperidin-1-yl)-5-fluoro-2,3-dimethyl-1H-indole N[C@@H]1CN(C[C@H](C1)F)C1=C2C(=C(NC2=CC=C1F)C)C